CC1(O[C@@H](CN(C1)C1=CC2=C(N=C(N(C2=O)C)C)C(=N1)C1=C(C=C(C=C1)C(F)(F)F)F)C=1C=NN(C1)C)C (R)-6-(2,2-dimethyl-6-(1-methyl-1H-pyrazol-4-yl)morpholino)-8-(2-fluoro-4-(trifluoromethyl)phenyl)-2,3-dimethylpyrido[3,4-d]pyrimidin-4(3H)-one